CC1(C=O)C(C(=CC(=C1)C)C)C 1,2,3,5-tetramethylbenzaldehyde